tert-butyl (2-cyclopropyl-1-(3,7-dimethyl-2,6-dioxo-2,3,6,7-tetrahydro-1H-purin-8-yl)ethyl)carbamate C1(CC1)CC(C1=NC=2N(C(NC(C2N1C)=O)=O)C)NC(OC(C)(C)C)=O